BrCC1=C2C(=NC(=C1)Cl)N(C=N2)C2COC2 7-(bromomethyl)-5-chloro-3-(oxetan-3-yl)-3H-imidazo[4,5-b]pyridine